C(C1=CC=CC=C1)OC(=O)N[C@@H](CC(=O)[O-])C(=O)OC1=CC=C(C=C1)[N+](=O)[O-] 4-nitrophenyl N2-[(benzyloxy)carbonyl]-L-aspartate